6-chloro-4-methoxy-nicotinic acid ClC1=NC=C(C(=O)O)C(=C1)OC